1-methyl-1-butylpyrrolidinium C[N+]1(CCCC1)CCCC